BrC1=CC=C(C=N1)C(CCN1C(C2=CC=CC=C2C1=O)=O)C(F)(F)F 2-(3-(6-bromopyridin-3-yl)-4,4,4-trifluorobutyl)isoindoline-1,3-dione